C(C)(C)(C)OC(=O)N1CC(CC1)N1C(N(C2=CC=C(C=C2C1=O)S(NC1(CC1)C)(=O)=O)CC1CC1)=O.C1(=CC=CC=C1)C#CC=1OC=CC1 2-(phenylethynyl)furan tert-butyl-3-(1-(cyclopropylmethyl)-6-(N-(1-methylcyclopropyl)sulfamoyl)-2,4-dioxo-1,4-dihydroquinazolin-3(2H)-yl)pyrrolidine-1-carboxylate